N=1C=NN2C1CN(CC2)C=2C1=C(N=C(N2)N(CCOC)CCOC)C(=NC(=N1)N(CCOC)CCOC)N1CCC(CC1)OC 4-(5,6-dihydro-[1,2,4]triazolo[1,5-a]pyrazin-7(8H)-yl)-N2,N2,N6,N6-tetrakis(2-methoxyethyl)-8-(4-methoxypiperidin-1-yl)pyrimido[5,4-d]pyrimidine-2,6-diamine